C1(CCCCC1)CCCC1=CC2=C(S1)C1=CC=3C=CC4=C(SC(=C4)CCCCCCCC)C3C=C1C=C2 2-(3-cyclohexylpropyl)-8-octylanthra[1,2-b:5,6-b']dithiophene